3-(2-aminoethyl)piperidine NCCC1CNCCC1